C1(CC1)C1=NC(=CC(=C1)C1=C(C=C(C#N)C=C1)C1=NN=CN1C)N1C(C2=CC=CC(=C2C1)C(F)(F)F)=O 4-{2-cyclopropyl-6-[1-oxo-4-(trifluoromethyl)-3H-isoindol-2-yl]pyridin-4-yl}-3-(4-methyl-1,2,4-triazol-3-yl)benzonitrile